O1C=NC2=C1C=C(C=C2)\C=C/2\C(N(C(=N2)NC2CCCCCCC2)C)=O (5Z)-5-(1,3-Benzoxazol-6-ylmethylene)-2-(cyclooctylamino)-3-methyl-imidazol-4-one